5-(2-azido-5-chlorophenyl)-4-chloropyridazin-3(2H)-one N(=[N+]=[N-])C1=C(C=C(C=C1)Cl)C1=C(C(NN=C1)=O)Cl